2,5-dimethoxy-4-n-propylamphetamine COC1=C(CC(N)C)C=C(C(=C1)CCC)OC